2-(3,5-dimethylcyclohexyl)-2-(2-(bis(4-chlorophenyl)(methyl)silyl)ethyl)-1-ethoxy-3-methoxy-propane CC1CC(CC(C1)C)C(COCC)(COC)CC[Si](C)(C1=CC=C(C=C1)Cl)C1=CC=C(C=C1)Cl